C(C1=CC=CC=C1)OC1=C(C=CC(=C1)[N+](=O)[O-])OC 2-(benzyloxy)-1-methoxy-4-nitrobenzene